FC1([C@H](C2=C(N(N=C2C(F)(F)F)CCC=2C=NOC2)C1)O)F (4S)-5,5-difluoro-1-[2-(1,2-oxazol-4-yl)ethyl]-3-(trifluoromethyl)-4,6-dihydrocyclopenta[c]pyrazol-4-ol